BrC1=CC=C(C=C1)C(C(NNC1=C(C=CC=C1OC)F)C1=CCOC(O1)(C)C)=O 6-(2-(4-bromophenyl)-1-(2-(2-fluoro-6-methoxyphenyl)hydrazino)-2-oxo-ethyl)-2,2-dimethyl-4H-1,3-dioxin